4-[(5E)-5-(hydroxyimino)-5,6,7,8-tetrahydronaphthalen-2-yl]-3-methylphenol O\N=C/1\C=2C=CC(=CC2CCC1)C1=C(C=C(C=C1)O)C